FC1=CC=C(C=C1)C=1N=C(NC1C1=CC=C(C=C1)F)C1=CC=C(C(=O)O)C=C1 4-(4,5-bis(4-fluorophenyl)-1H-imidazol-2-yl)benzoic acid